(R)-2-((2-fluorophenyl)amino)-2-oxo-1-phenylethyl 3-amino-6-(1-(1-(tert-butoxycarbonyl)piperidin-4-yl)-1H-pyrazol-4-yl)pyrazine-2-carboxylate NC=1C(=NC(=CN1)C=1C=NN(C1)C1CCN(CC1)C(=O)OC(C)(C)C)C(=O)O[C@@H](C(=O)NC1=C(C=CC=C1)F)C1=CC=CC=C1